FC1=C(C=C2CCN(C(C2=C1)=O)C(=O)OC(C)(C)C)B1OC(C(O1)(C)C)(C)C tert-butyl 7-fluoro-1-oxo-6-(4,4,5,5-tetramethyl-1,3,2-dioxaborolan-2-yl)-3,4-dihydroisoquinoline-2(1H)-carboxylate